C(C1=CC=CC=C1)OC(C(CCC(=O)[O-])=O)=O benzyl-α-ketoglutarate